C1CCCC2=CC=CC=C12 (S)-1,2,3,4-tetrahydronaphthalene